C(C1=CC=CC=C1)OC1(N(CC(C1)F)C1CCCC1)C(=O)N benzyloxy(cyclopentyl)-4-fluoropyrrolidine-2-carboxamide